O[C@@H]1CN(CCC1)C(=O)OC(C)(C)C (S)-3-hydroxypiperidine-1-carboxylic acid, tert-butyl ester